4-Amino-4-(6-methoxypyridin-3-yl)piperidine-1-carboxylic acid tert-butyl ester C(C)(C)(C)OC(=O)N1CCC(CC1)(C=1C=NC(=CC1)OC)N